(7-(2-(4-(6-fluorobenzo[b]thiophen-4-yl)piperazin-1-yl)ethyl)-2-oxoquinolin-1(2H)-yl-4-d)methyl hexanoate C(CCCCC)(=O)OCN1C(C=C(C2=CC=C(C=C12)CCN1CCN(CC1)C1=CC(=CC=2SC=CC21)F)[2H])=O